CC(C(=O)OCCCCCCCCOC1=CC=C(C(=O)O)C=C1)=C 4-[8-(2-methylprop-2-enoyloxy)octoxy]benzoic acid